NC1CCC(CC1)N1N=C2C=C(C(=CC2=C1)C(=O)NC=1C(N(C=CC1)C)=O)OC 2-((1r,4r)-4-aminocyclohexyl)-6-methoxy-N-(1-methyl-2-oxo-1,2-dihydropyridin-3-yl)-2H-indazole-5-carboxamide